5-chloro-2,4-difluoro-N-[(2R)-2-hydroxybutyl]benzenesulfonamide ClC=1C(=CC(=C(C1)S(=O)(=O)NC[C@@H](CC)O)F)F